ClC1=NC(=CC(=N1)N1CC2(CC2)CC1CO)Cl (5-(2,6-dichloropyrimidin-4-yl)-5-azaspiro[2.4]heptan-6-yl)methanol